2-fluoro-N-((2-(4'-fluoro-2'-(4-methyl-4H-1,2,4-triazol-3-yl)-[1,1'-biphenyl]-3-yl)-7-(trifluoromethyl)benzo[d]oxazol-5-yl)methyl)-2-methylpropan-1-amine FC(CNCC=1C=C(C2=C(N=C(O2)C=2C=C(C=CC2)C2=C(C=C(C=C2)F)C2=NN=CN2C)C1)C(F)(F)F)(C)C